5-[6-amino-5-(2-chloro-3,6-difluoro-benzyloxy)-pyridin-3-yl]-thiophene-2-carboxylic acid (2-pyrrolidin-1-yl-ethyl)-amide N1(CCCC1)CCNC(=O)C=1SC(=CC1)C=1C=NC(=C(C1)OCC1=C(C(=CC=C1F)F)Cl)N